trans-rac-2,2-Dichloro-N-(4-chloro-3-(2-(2,4,6-trifluorophenyl)acetamido)phenyl)-3-(3,5-dichlorophenyl)cyclopropane-1-carboxamide ClC1([C@H]([C@@H]1C1=CC(=CC(=C1)Cl)Cl)C(=O)NC1=CC(=C(C=C1)Cl)NC(CC1=C(C=C(C=C1F)F)F)=O)Cl |r|